2-(3,4-dichlorophenyl)-1-ethyl-4-oxo-6-[[4-(trifluoromethyl)pyrazol-1-yl]methyl]pyridine-3-carboxylic acid ClC=1C=C(C=CC1Cl)C=1N(C(=CC(C1C(=O)O)=O)CN1N=CC(=C1)C(F)(F)F)CC